FC1=C(CN2[C@@H](CCC2=O)CC(=O)OC)C=C(C=C1F)F Methyl (S)-2-(1-(2,3,5-trifluorobenzyl)-5-oxopyrrolidin-2-yl)acetate